BrC=1C=C2C(=NC(N3C2=C(C1C1=C(C=C(C=C1)F)F)SCC3)=O)N3[C@H](CN(CC3)C(=O)[O-])C (S)-4-(9-bromo-10-(2,4-difluorophenyl)-5-oxo-2,3-dihydro-5H-[1,4]thiazino[2,3,4-ij]quinazolin-7-yl)-3-methylpiperazine-1-carboxylate